C1OC=2C=C(C=CC2O1)B(O)O 3,4-METHYLENEDIOXYPHENYLBORONIC ACID